tert-butyl 3-(1-[(4-bromophenyl)methyl]cyclopropyl(methyl)carbamoyl)-4H,5H,6H,7H-pyrazolo[1,5-a]pyrazine-5-carboxylate BrC1=CC=C(C=C1)CC1(CC1)N(C(=O)C=1C=NN2C1CN(CC2)C(=O)OC(C)(C)C)C